((2-(6-(5,5-dimethyl-6,7-dihydro-5H-pyrrolo[2,1-c][1,2,4]triazol-3-yl)pyridin-2-yl)-6-(4-methylpiperazin-1-yl)-1-oxo-2,3-dihydro-1H-pyrrolo[3,4-c]pyridin-4-yl)methyl)(methyl)carbamate CC1(CCC2=NN=C(N21)C2=CC=CC(=N2)N2CC=1C(=NC(=CC1C2=O)N2CCN(CC2)C)COC(NC)=O)C